2-ethoxy-N-((5-methoxy-6-methyl-4-oxo-1,4-dihydropyridin-3-yl)methyl)-N,4-dimethylnicotinamide C(C)OC1=C(C(=O)N(C)CC2=CNC(=C(C2=O)OC)C)C(=CC=N1)C